1-(1-(7,8-difluoro-1-oxo-1,2-dihydroisoquinolin-4-yl)ethyl)-3-(4-fluorophenyl)-1-methyl-urea FC1=CC=C2C(=CNC(C2=C1F)=O)C(C)N(C(=O)NC1=CC=C(C=C1)F)C